2,7-bis(9,9'-spirobifluoren-2-yl)-9,9'-spirobifluoren C1=C(C=CC=2C3=CC=CC=C3C3(C12)C1=CC=CC=C1C=1C=CC=CC13)C1=CC=3C2(C4=CC(=CC=C4C3C=C1)C1=CC=3C4(C5=CC=CC=C5C3C=C1)C1=CC=CC=C1C=1C=CC=CC14)C1=CC=CC=C1C=1C=CC=CC12